C1(=CC=CC=C1)N(C([O-])=O)CC=1C=NC=CC1.[Br-].C[NH+](C)C.C[NH+](C)C trimethyl-ammonium bromide phenyl-(pyridin-3-ylmethyl)carbamate